3-(Aminomethyl)phenylmethanol NCC=1C=C(C=CC1)CO